C1(=CC=CC=C1)C1=C2C(=CN=C1C1=CC=CC=C1)SC=C2 4,5-diphenylthieno[2,3-c]Pyridine